CC1=CNC2=NC=C(C=C21)C=2C=C1CCN(CC1=C(C2)[C@H]2NCCC2)C2=CC(=NC=C2)C (S)-6-(3-methyl-1H-pyrrolo[2,3-b]pyridin-5-yl)-2-(2-methylpyridin-4-yl)-8-(pyrrolidin-2-yl)-1,2,3,4-tetrahydroisoquinoline